Benzyl decane-2-carboxylate trifluoroacetate FC(C(=O)O)(F)F.CC(CCCCCCCC)C(=O)OCC1=CC=CC=C1